The molecule is a leptomycin having all-trans double bonds and a seventh methyl substituent at position 17. It has a role as an antifungal agent and a bacterial metabolite. It is a leptomycin and a hydroxy polyunsaturated fatty acid. It derives from a tetracosanoic acid. C[C@H]1C=CC(=O)O[C@H]1/C=C/C(=C/[C@H](C)C/C=C/C(=C/[C@@H](C)C(=O)[C@@H](C)[C@@H]([C@@H](C)C/C(=C/C(=O)O)/C)O)/C)/C